1,1-Bis(4-hydroxyphenyl)cyclododecan OC1=CC=C(C=C1)C1(CCCCCCCCCCC1)C1=CC=C(C=C1)O